C(C)OC1=NC=NC=N1 4-Ethoxy-1,3,5-triazin